1-methyl-1'-(4-vinylbenzyl)-4,4'-bipyridinium C[N+]1=CC=C(C=C1)C1=CC=[N+](C=C1)CC1=CC=C(C=C1)C=C